5-[(tert-butoxy)carbonyl]-4H,5H,6H,7H-pyrazolo[1,5-a]pyrazine-3-carboxylic acid C(C)(C)(C)OC(=O)N1CC=2N(CC1)N=CC2C(=O)O